OC12CC3(CC(CC(C1)C3)C2)CN2C(C(=CC=C2)NC([C@H](CCC(C(=O)NC)=O)NC(=O)C=2OC3=C(C2C)C=CC=C3)=O)=O (2S)-N1-(1-((3-hydroxy-1-adamantyl)methyl)-2-oxo-1,2-dihydropyridin-3-yl)-N6-methyl-2-(3-methylbenzofuran-2-carboxamido)-5-oxohexanediamide